ClC1=CC(=C(C=C1)SCCOC1=CC=C(C=C1)OC)[N+](=O)[O-] 4-Chloro-1-[2-(4-methoxyphenoxy)ethylsulfanyl]-2-nitrobenzene